FC1=CC=C(C=N1)C1CC(N(CC1)C1=CC(=NN1)C1=CC=NC=C1)=O 4-(6-Fluoropyridin-3-yl)-1-(3-(pyridin-4-yl)-1H-pyrazol-5-yl)piperidin-2-one